CC1(CNC=2C1=NC(=CC2)C(=O)N)C 3,3-dimethyl-2,3-dihydro-1H-pyrrolo[3,2-b]pyridine-5-carboxamide